(2'R,5'S,12'R)-12'-cyclohexyl-2'-[2-(3,4-dimethoxyphenyl)ethyl]-3',19'-dioxa-10',13',16'-triazaspiro[cyclopropane-1,15'-tricyclo[18.3.1.05,10]tetracosane] C1(CCCCC1)[C@@H]1CN2CCCC[C@H]2CO[C@@H](C2CCCC(OCCNC3(CN1)CC3)C2)CCC2=CC(=C(C=C2)OC)OC